O1C(=NC=C1)NC Oxazol-2-yl-methylamine